ClC=1C=C(C=CC1)NC(=O)NC1=C(C(=CC=C1)F)C 1-(3-chlorophenyl)-3-(3-fluoro-2-methyl-phenyl)urea